3-(6-oxo-1'-((3-oxo-3,4-dihydro-2H-benzo[b][1,4]oxazin-6-yl)methyl)-6,8-dihydro-2H,7H-spiro[furo[2,3-e]isoindole-3,4'-piperidin]-7-yl)piperidine-2,6-dione O=C1N(CC2=C3C(=CC=C12)C1(CCN(CC1)CC1=CC2=C(OCC(N2)=O)C=C1)CO3)C3C(NC(CC3)=O)=O